ethyl-3-methyl-pyrazine C(C)C1=NC=CN=C1C